N-[2-amino-5-(4-fluorophenyl)phenyl]-4-(1-oxo-4,5-dihydro-3H-isothiazol-1-yl)benzamide NC1=C(C=C(C=C1)C1=CC=C(C=C1)F)NC(C1=CC=C(C=C1)S1(NCCC1)=O)=O